N-(2-(2-aminoethoxy)ethyl)-2-methyl-4-((3-(2,3,4-trifluorophenyl)imidazo[1,2-a]pyrazin-8-yl)amino)benzamide hydrochloride Cl.NCCOCCNC(C1=C(C=C(C=C1)NC=1C=2N(C=CN1)C(=CN2)C2=C(C(=C(C=C2)F)F)F)C)=O